1-(4'-(trifluoromethyl)-[1,1'-biphenyl]-4-yl)cyclobutan-1-ol FC(C1=CC=C(C=C1)C1=CC=C(C=C1)C1(CCC1)O)(F)F